C(C1=CC=CC=C1)N(C1=NC(=C(C=C1)[N+](=O)[O-])NC1=CC=NC=C1)CC1=CC=CC=C1 N2,N2-dibenzyl-5-nitro-N6-(pyridin-4-yl)pyridine-2,6-diamine